O=C1OC(CN1C1=NC2=C(OCC(N2)=O)N=C1)C1CN(C1)CC1CC=2C=CC=C(C2C1)C#N 2-[[3-[2-oxo-3-(3-oxo-4H-pyrazino[2,3-b][1,4]oxazin-6-yl)-1,3-oxazolidin-5-yl]azetidin-1-yl]methyl]-2,3-dihydro-1H-indene-4-carbonitrile